N(N)C1=CC=C(C(=O)OCC)C=C1 ethyl 4-hydrazineylbenzoate